FC=1C=CC(=NC1)C1=NN(C(=C1)CO)CC(CC)C (3-(5-fluoropyridin-2-yl)-5-(hydroxymethyl)-1H-pyrazol-1-yl)-2-methylbutan